Cl.FC(F)(F)C1(CCC1)N (trifluoromethyl)cyclobutan-1-amine hydrochloride